C(C)C(C(=O)O)C(=O)O.C(C)C(C(=O)O)C(=O)O.C(CO)O ethane-1,2-diol bis(ethyl malonate)